O=C1N(C(C2=CC=CC=C12)=O)C1COC(OC1)[C@H](CNC1=CC=C(C#N)C=C1)O 4-(((S)-2-((2r,5S)-5-(1,3-dioxoisoindolin-2-yl)-1,3-dioxan-2-yl)-2-hydroxyethyl)amino)benzonitrile